ClN(C1=CC=C(C=C1)C)C(=O)C1=C(N=NS1)C chloro-4,4'-dimethyl-1,2,3-thiadiazole-5-carboxanilide